CC(C)(CCC(C)(OOC=1C=C(C=CC1)C)C)OOC=1C=C(C=CC1)C 2,5-dimethyl-2,5-di(m-tolylperoxy)hexane